N-(4-((1,2,4-thiadiazol-5-yl)oxy)-3-methylphenyl)-3-(4-fluorophenoxy)cyclobutane-1-carboxamide S1N=CN=C1OC1=C(C=C(C=C1)NC(=O)C1CC(C1)OC1=CC=C(C=C1)F)C